3,3-bis(trifluoromethyl)perfluorooxetane Tert-butyl-(S)-4-(5-chloropyrimidin-2-yl)-2-methyl-3,6-dihydropyridine-1(2H)-carboxylate C(C)(C)(C)OC(=O)N1[C@H](CC(=CC1)C1=NC=C(C=N1)Cl)C.FC(C1(C(OC1(F)F)(F)F)C(F)(F)F)(F)F